[methyl-[2-(1-methylimidazol-4-yl)-5H,6H,7H-cyclopenta[d]pyrimidin-4-yl]amino]acetic acid hydrochloride Cl.CN(C=1C2=C(N=C(N1)C=1N=CN(C1)C)CCC2)CC(=O)O